C1(=CC=CC=C1)CCC1=CC2=CC=CC=C2C=C1 2-(2-phenylethyl)naphthalene